2,6-dichloro-4-[(1-methyl-1H-imidazol-2-yl)amino]nicotinamide ClC1=C(C(=O)N)C(=CC(=N1)Cl)NC=1N(C=CN1)C